1-(6-(6-bromo-5-chloro-7-fluoro-2,1-benzothiazol-3-yl)-2,6-diazaspiro[3.3]hept-2-yl)-2-propen-1-one BrC1=C(C=2C(=C(SN2)N2CC3(CN(C3)C(C=C)=O)C2)C=C1Cl)F